2-[(2S)-2-piperidyl]ethanol N1[C@@H](CCCC1)CCO